ClC=1C=C2CN(CC2=CC1)C(=O)NCC(C1=CSC=C1)N(C)C 5-chloro-N-(2-(dimethylamino)-2-(thiophen-3-yl)ethyl)isoindoline-2-carboxamide